3-(5-(methylthio)-4-(quinolin-3-yl)-4H-1,2,4-triazol-3-yl)propan-1-ol CSC=1N(C(=NN1)CCCO)C=1C=NC2=CC=CC=C2C1